C(C)(C)(C)OC(NCCC1=C(C=CC=C1)[N+](=O)[O-])=O.C(C)(C)(C)NC1=NC=NC(=C1CC(C)=O)Cl 1-(4-(tert-butylamino)-6-chloropyrimidin-5-yl)propan-2-one Tert-butyl-2-nitrophenethylcarbamate